O[C@@H](CNC1=NC(=CC(=C1)C=1C=C(C=CC1C)NC(=O)N1CC(=CC1)C(F)(F)F)N1CCOCC1)C (R)-N-(3-(2-((2-hydroxypropyl)amino)-6-morpholinylpyridin-4-yl)-4-methylphenyl)-3-(trifluoromethyl)-2,5-dihydro-1H-pyrrole-1-carboxamide